C(C)(C)(C)C1=CC=C(C=C1)S(=O)(=O)NCCC1=CC=C(C=C1)OC 4-tert-butyl-N-(4-methoxyphenylethyl)benzenesulfonamide